ClC1=C(C=CC=C1)N=C(N)C1=C(C=2N(N=C1)C=C(C2)C=2C=NC(=CC2C)OC)NC[C@H]2NCCC2 (S)-N'-(2-chlorophenyl)-6-(6-methoxy-4-methylpyridin-3-yl)-4-[[pyrrolidin-2-ylmethyl]amino]pyrrolo[1,2-b]pyridazine-3-carboxamidine